tert-butyl (R)-(3-methyl-1-((2-((4-(4-morpholino-7-((2-(trimethylsilyl)ethoxy)methyl)-7H-pyrrolo[2,3-d]pyrimidin-6-yl)phenyl)carbamoyl)pyridin-4-yl)methyl)piperidin-3-yl)carbamate C[C@@]1(CN(CCC1)CC1=CC(=NC=C1)C(NC1=CC=C(C=C1)C1=CC2=C(N=CN=C2N2CCOCC2)N1COCC[Si](C)(C)C)=O)NC(OC(C)(C)C)=O